2-(2-chloro-4-methoxy-phenoxy)-N-[3-(methylsulfonimidoyl)phenyl]-5-(trifluoromethyl)pyridine-3-carboxamide ClC1=C(OC2=NC=C(C=C2C(=O)NC2=CC(=CC=C2)S(=O)(=N)C)C(F)(F)F)C=CC(=C1)OC